C(C)(C)C=1C(=C(C=CC1)O)CCC1=CC=CC=C1 isopropyl-phenethyl-phenol